2-((5'S)-5'-(3,5-difluorophenyl)-3'-oxotetrahydro-3'H-spiro[piperidine-4,2'-pyrrolo[2,1-b]oxazol]-1-yl)-5-fluoropyrimidine-4-carboxylic acid FC=1C=C(C=C(C1)F)[C@@H]1CCC2OC3(C(N21)=O)CCN(CC3)C3=NC=C(C(=N3)C(=O)O)F